NCCNC(=O)NCCCNC(C1=C(C=C(C=C1)NC=1C=2N(C=CN1)C(=CN2)C2=C(C(=C(C=C2)OC)F)F)C)=O N-[3-(2-aminoethylcarbamoyl-amino)propyl]-4-[[3-(2,3-difluoro-4-methoxy-phenyl)imidazo[1,2-a]pyrazin-8-yl]amino]-2-methyl-benzamide